(R)-5-(2-(tert-butylamino)-1-hydroxyethyl)-2-fluorophenol acetate C(C)(=O)OC1=C(C=CC(=C1)[C@H](CNC(C)(C)C)O)F